C[Si](C)(C)C([Si](C)(C)C)[As](C([Si](C)(C)C)[Si](C)(C)C)Cl bis[bis(trimethylsilyl)methyl]arsenic (III) chloride